CN([C@@H](CC1=C(C=C(C(=O)NC)C=C1)C)CNC(C[C@@H](C1(CC1)C(F)(F)F)C1=CC=CC=C1)=O)C 4-((S)-2-(dimethylamino)-3-((R)-3-phenyl-3-(1-(trifluoromethyl)cyclopropyl)propanamido)propyl)-N,3-dimethylbenzamide